NC1CN(CC1N)C(=O)OC(C)(C)C tert-butyl 3,4-diaminopyrrolidine-1-carboxylate